CC1=C(OC2CN(CC2)C(=O)OC(C)(C)C)C=CC(=C1)[N+](=O)[O-] tert-butyl 3-(2-methyl-4-nitrophenoxy)pyrrolidine-1-carboxylate